(R)-5-(4-((4-methoxy-6-(4-methyl-1H-imidazol-1-yl)pyridin-3-yl)methyl)piperazin-2-yl)-4-methylisobenzofuran-1(3H)-one COC1=C(C=NC(=C1)N1C=NC(=C1)C)CN1C[C@H](NCC1)C=1C(=C2COC(C2=CC1)=O)C